COC1=CC(=CC=2C(C3=CC(=CC(=C3C(C12)=O)OC)C)=O)OC 1,3,8-trimethoxy-6-methylanthracene-9,10-dione